ethylene Ether Carbonate C(O)(O)=O.C1CO1